C1(CC1)C1=NN(C=C1NC1=NC=C(C(=N1)C1=CC2=C(C(NCCS2(=O)=O)=O)S1)C(F)(F)F)C1CCNCC1 7-(2-((3-cyclopropyl-1-(piperidin-4-yl)-1H-pyrazol-4-yl)amino)-5-(trifluoromethyl)pyrimidin-4-yl)-3,4-dihydrothieno[2,3-f][1,4]thiazepin-5(2H)-one 1,1-dioxide